(R)- and (S)-N-((5-(cyclobutylmethyl)-2,3-dihydro-1H-inden-4-yl)carbamoyl)-5-(3-hydroxyoxetan-3-yl)thiophene-2-sulfonimidamide C1(CCC1)CC=1C(=C2CCCC2=CC1)NC(=O)N[S@](=O)(=N)C=1SC(=CC1)C1(COC1)O |r|